8-[(1R)-1-[(2-Benzylsulfanyl-6-chloro-3-pyridyl)oxy]ethyl]-2-(2,3-dihydro-[1,4]dioxino[2,3-b]pyridin-7-yl)-3,6-dimethyl-chromen-4-one C(C1=CC=CC=C1)SC1=NC(=CC=C1O[C@H](C)C=1C=C(C=C2C(C(=C(OC12)C=1C=C2C(=NC1)OCCO2)C)=O)C)Cl